4-azido-4-deoxy-2-acetamidogalactose N(=[N+]=[N-])[C@H]([C@@H]([C@](C=O)(O)NC(C)=O)O)[C@H](O)CO